S1C(=NC2=C1C=CC=C2)C2=C(C(OC1=CC(=CC=C21)N(CC)CC)=O)C=2SC1=C(N2)C=CC=C1.[Ir+3] iridium(iii) bis-(benzothiazol-2-yl)-7-(diethylamino)-coumarin